C1(=CC=CC=C1)S(=O)(=O)O.CNCC(=O)ON1N=CC(=C1)C=1SC=C(N1)C(NC=1C(=NN(C1)C1CCC(CC1)OCC)C1=NC(=CC=C1F)F)=O (4-(4-((3-(3,6-difluoropyridin-2-yl)-1-((1r,4r)-4-ethoxycyclohexyl)-1H-pyrazol-4-yl) carbamoyl) thiazol-2-yl)-1H-pyrazol-1-yl) methylglycinate benzenesulfonate